OC1=CC=C2C=CC=3OC4(C=NC3C2=C1)N(C1=CC=CC=C1C4)C(C)C 9'-Hydroxy-1-isopropylspiro[indolin-2,3'-(3H)-naphtho(2,1-b)-1,4-oxazin]